ClC=1C(=NC(=NC1)N[C@H]1[C@@H](CN(CC1)C(=O)OC)O)C=1C=C(C2=C(N(C=N2)C2COCC2)C1)F methyl (3R,4R)-4-({5-chloro-4-[4-fluoro-1-(oxolan-3-yl)-1H-benzimidazol-6-yl]pyrimidin-2-yl}amino)-3-hydroxypiperidine-1-carboxylate